C(C)(=O)OC1=C(C=CC=C1)OC(C)=O 4-phenylene diacetate